O[C@H]1CC[C@H](CC1)NC(O[C@@H]1C[C@@H](CC1)C1=CC(=NN1)NC(CC1=CC(=NC=C1)C)=O)=O (1S,3R)-3-(3-{[(2-meth-ylpyridin-4-yl)acetyl]-amino}-1H-pyrazol-5-yl)cyclopentyl (cis-4-hydroxycyclohexyl)-carbamate